2-(trans-4-((tert-butoxycarbonyl)amino)cyclohexyl)-7-(6-((2S,6R)-2,6-dimethoxymorpholino)pyridin-3-yl)-2,4-dimethylbenzo[d][1,3]dioxole-5-carboxylic acid C(C)(C)(C)OC(=O)N[C@@H]1CC[C@H](CC1)C1(OC2=C(O1)C(=CC(=C2C)C(=O)O)C=2C=NC(=CC2)N2C[C@H](O[C@H](C2)OC)OC)C